C(C)(C)(C)OC(=O)N(C(C)C1=C(C=CC(=C1)F)NC1=C(C(=O)O)C=C(C(=C1)C(F)(F)F)F)CCC1=NC(=CC=C1[N+](=O)[O-])OC 2-((2-(1-((tert-Butoxycarbonyl)(2-(6-methoxy-3-nitropyridin-2-yl)ethyl)amino)-ethyl)-4-fluorophenyl)amino)-5-fluoro-4-(trifluoromethyl)benzoic acid